3-((3-chloro-2-methoxyphenyl)amino)-2-(2-fluoropyridin-4-yl)-6,7-dihydropyrazolo[1,5-a]pyrazin-4(5H)-one ClC=1C(=C(C=CC1)NC=1C(=NN2C1C(NCC2)=O)C2=CC(=NC=C2)F)OC